ClC1=C(C=CC(=C1)N1CCNCC1)NC=1N=CC2=C(N1)N1C(C(=C2)C2=C(C=CC=C2)Cl)=NCC1 N-(2-chloro-4-(piperazin-1-yl)phenyl)-6-(2-chlorophenyl)-8,9-dihydroimidazo[1',2':1,6]pyrido[2,3-d]pyrimidin-2-amine